BrC1=CCC(N)(C=C1)CC 4-bromo-1-ethylaniline